C1N(CCC2=CC=CC=C12)C[C@H](CNC(=O)C1=CC(=NC=N1)NC1CCN(CC1)CC(=O)NCCOCCOCC(=O)OC(C)(C)C)O Tert-butyl (S)-2-(2-(2-(2-(4-((6-((3-(3,4-dihydroisoquinolin-2(1H)-yl)-2-hydroxypropyl)carbamoyl)pyrimidin-4-yl)amino)piperidin-1-yl)acetamido)ethoxy)ethoxy)acetate